C(CCC)N1C=2C(C(=C(C1=O)C(=O)NC(C1=CC=CC=C1)C1=CC=CC=C1)O)=NN(C2)C 4-(1-butyl)-4,5-dihydro-N-(diphenylmethyl)-7-hydroxy-2-methyl-5-oxo-2H-pyrazolo[4,3-b]pyridin-6-carboxamide